6-(3-Aminoazetidin-1-yl)-N-(3-chloro-2-fluorophenyl)pyrido[3,2-d]pyrimidin-4-amine NC1CN(C1)C=1C=CC=2N=CN=C(C2N1)NC1=C(C(=CC=C1)Cl)F